OC(COC1=CC=C(C=C1)C1(C2=CC=CC=C2C=2C=CC=CC12)C1=CC=C(C=C1)OCC(COC(C=C)=O)O)COC(C=C)=O 9,9-bis[4-(2-hydroxy-3-acryloyloxypropoxy)phenyl]fluorene